3,4-dioxopropylthiophene O=CCCC=1SCC(C1)=O